(S)-2-amino-3-(4-(4-(4-(8-methyl-5,6-dihydro-11H-benzo[5,6]cyclohepta[1,2-b]pyridin-11-ylidene)piperidin-1-yl)butoxy)phenyl)propionic acid trihydrochloride Cl.Cl.Cl.N[C@H](C(=O)O)CC1=CC=C(C=C1)OCCCCN1CCC(CC1)=C1C2=C(CCC=3C1=NC=CC3)C=C(C=C2)C